CC=1C(=C2C=NN(C2=CC1C)C1OCCCC1)N1CC=2N=C(N=C(C2CC1)O)OCC1(CC1)CN(C)C 7-(5,6-dimethyl-1-(tetrahydro-2H-pyran-2-yl)-1H-indazol-4-yl)-2-((1-((dimethylamino)methyl)cyclopropyl)methoxy)-5,6,7,8-tetrahydropyrido[3,4-d]pyrimidin-4-ol